C1(=CC=C(C=C1)C(=O)NCC(=O)N1CC2(OCCO2)C[C@H]1C(=O)O)C1=CC=CC=C1 (S)-7-(([1,1'-biphenyl]-4-carbonyl)glycyl)-1,4-dioxa-7-azaspiro[4.4]nonane-8-carboxylic acid